CC1([C@H](CC2=CC=CC=C12)NC=1C=CC(=NC1)[C@@H](C(F)(F)F)N(C(=O)[C@@H]1CN(CC1)C(=O)OC(C)(C)C)C)C tert-Butyl (S)-3-(((S)-1-(5-(((S)-1,1-dimethyl-2,3-dihydro-1H-inden-2-yl)amino)pyridin-2-yl)-2,2,2-trifluoroethyl)(methyl)carbamoyl)pyrrolidine-1-carboxylate